ClC1=C(C=CC(=C1I)F)N(S(=O)(=O)N1C[C@@H](CC1)F)COCC[Si](C)(C)C (R)-N-(2-chloro-4-fluoro-3-iodophenyl)-3-fluoro-N-((2-(trimethylsilyl)ethoxy)methyl)-pyrrolidine-1-sulfonamide